3,3-Difluoro-N-(5-((4-(1-methyl-1H-1,2,4-triazol-3-yl)-2-(trifluoromethoxy)phenyl)amino)-6-propionylpyridazin-3-yl)cyclobutane-1-carboxamide FC1(CC(C1)C(=O)NC=1N=NC(=C(C1)NC1=C(C=C(C=C1)C1=NN(C=N1)C)OC(F)(F)F)C(CC)=O)F